BrC1=NC=2C=NC(=NC2N(C1=O)C(C)C)N[C@@H]1CN(C[C@H](C1)F)C(=O)OCC1=CC=CC=C1 benzyl (3S,5S)-3-[(6-bromo-8-isopropyl-7-oxo-pteridin-2-yl)amino]-5-fluoro-piperidine-1-carboxylate